C(C1=CC=CC=C1)(C1=CC=CC=C1)N1CCN(CC1)C(=O)C=1C=NC(=C(C1)Cl)Cl (4-benzhydrylpiperazin-1-yl)(5,6-dichloropyridin-3-yl)methanone